P(=O)(OCCOCCOCCOCCOC)(I)Cl (2-(2-(2-(2-methoxyethoxy)ethoxy)ethoxy)ethyl) chloroiodophosphate